ClC=1[C@](CC(=C(C1)S(=O)(=O)N(C=1SC=CN1)CC1=C(C=C(C=C1)OC)OC)F)(NC1(CC1)C1=CC=CC=C1)NC(C)C1=C(C=CC=C1)Cl (S)-5-chloro-4-((1-(2-chlorophenyl)ethyl)amino)-N-(2,4-dimethoxybenzyl)-2-fluoro-4-((1-phenylcyclopropyl)amino)-N-(thiazol-2-yl)benzenesulfonamide